N1C=NC(=C1)CC1CCN(CC1)C 4-[(1H-imidazol-4-yl)methyl]-1-methylpiperidine